N-[2-(pentanesulfonyloxy)phenyl]-N'-[4-(pentanesulfonyloxy)phenyl]urea C(CCCC)S(=O)(=O)OC1=C(C=CC=C1)NC(=O)NC1=CC=C(C=C1)OS(=O)(=O)CCCCC